C1(CC1)C=1C=CC(=NC1F)C(NC(=O)C1N(CC(C1)F)C(CN1N=NN=C1C(F)F)=O)C1=CC=CC=C1 N-[(5-cyclopropyl-6-fluoropyridin-2-yl)(phenyl)methyl]-1-{2-[5-(difluoromethyl)-1H-1,2,3,4-tetrazol-1-yl]acetyl}-4-fluoropyrrolidine-2-carboxamide